O=C1NC(CCC1N1C(C2=CC=C(C=C2C1=O)NC1CC(C1)OC1=CC=C(C=C1)C(C)(C)C1=CC=C(C=C1)OC1=NC(=NS1)C)=O)=O 2-(2,6-dioxopiperidin-3-yl)-5-((1r,3r)-3-(4-(2-(4-((3-methyl-1,2,4-thiadiazol-5-yl)oxy)phenyl)propan-2-yl)phenoxy)cyclobutyl)aminoisoindoline-1,3-dione